COC1=NC=CC(=C1)CN[C@@H]1CN(CCC1)C=1C=NC=CC1 (3S)-N-[(2-methoxypyridin-4-yl)methyl]-1-(pyridin-3-yl)piperidin-3-amine